1-(3-(4-Chloro-3,5-dimethylphenoxy)propyl)-4-(cyclohexylsulfonyl)-3,5-dimethyl-1H-pyrrole-2-carboxylic acid ClC1=C(C=C(OCCCN2C(=C(C(=C2C)S(=O)(=O)C2CCCCC2)C)C(=O)O)C=C1C)C